(R)-5-(2-(2,5-Difluorophenyl)pyrrolidin-1-yl)-N-(2-fluorobenzyl)-3H-imidazo[4,5-b]pyridine-3-Carboxamide FC1=C(C=C(C=C1)F)[C@@H]1N(CCC1)C1=CC=C2C(=N1)N(C=N2)C(=O)NCC2=C(C=CC=C2)F